BrC=1C=C2C(=NC=NC2=C(C1)F)N1CCNCC1 4-(6-bromo-8-fluoroquinazolin-4-yl)piperazine